4-(tert-butoxycarbonylamino)styrene C(C)(C)(C)OC(=O)NC1=CC=C(C=C)C=C1